N-(5-(3-(2,2-dimethylpyrrolidin-1-yl)propanamido)-2-methylpyridin-3-yl)-2-(1-methyl-1H-pyrazol-4-yl)pyrazolo[5,1-b]thiazole-7-carboxamide CC1(N(CCC1)CCC(=O)NC=1C=C(C(=NC1)C)NC(=O)C=1C=NN2C1SC(=C2)C=2C=NN(C2)C)C